F[C@@H]1[C@@]2(C1)CN(C(C1=CC=C(C=C12)C(F)(F)F)=O)CC(=O)NC1=NC=C(C=N1)C(F)(F)F 2-[(2's,4r)-2'-fluoro-1-oxo-6-(trifluoromethyl)spiro[3H-isoquinoline-4,1'-cyclopropane]-2-yl]-N-[5-(trifluoromethyl)pyrimidin-2-yl]Acetamide